ClC1=C2C(=C(N=N1)NC[C@H]1OCCC1)C=NC=C2 (S)-1-chloro-N-((tetrahydrofuran-2-yl)methyl)pyrido[3,4-d]pyridazin-4-amine